N(=C=O)C1=CC(C(C=C1)C=CC=1C(=CC(=CC1)N=C=O)S(=O)(=O)O)S(=O)(=O)O 4,4'-diisocyanatodihydro-stilbene-2,2'-disulfonic acid